Cl.ClC=1C=C(CN2C[C@@H](CC2)CN)C=C(C1)OCC (S)-(1-(3-chloro-5-ethoxybenzyl)pyrrolidin-3-yl)methanamine hydrochloride